(S)-N-((1S)-1-cyano-2-(4-fluorophenyl)butyl)-2-methylpropane-2-sulfinamide C(#N)[C@H](C(CC)C1=CC=C(C=C1)F)N[S@@](=O)C(C)(C)C